ClC1=CC2=C(N(C(N2)=O)C)C=C1Cl 5,6-dichloro-1-methyl-1H-benzo[d]imidazol-2(3H)-one